1-(5-methylspiro[2.5]octa-4,6-dien-4-yl)but-2-en-1-one CC1=C(C2(CC2)CC=C1)C(C=CC)=O